4-((4-ethyl-3,5-dimethyl-1H-pyrrol-2-yl)(4-ethyl-3,5-dimethyl-2H-pyrrol-2-yl)methyl)-3,5-dimethylphenol C(C)C=1C(=C(NC1C)C(C1=C(C=C(C=C1C)O)C)C1N=C(C(=C1C)CC)C)C